N1(CCNCC1)CCN N-(2-piperazinoethyl)amine